1-((1-(6-fluoro-1-methyl-[1,2,4]triazolo[4,3-a]quinazolin-5-yl)-1,2,3,4-tetrahydroquinolin-5-yl)ethynyl)cyclopentan-1-ol FC1=C2C(=NC=3N(C2=CC=C1)C(=NN3)C)N3CCCC1=C(C=CC=C31)C#CC3(CCCC3)O